4,5-dimethyl-benzimidazolone 2-isopropoxyethyl-(2S)-2-[[(2S)-2-amino-4-[5-[bis(2-chloroethyl)amino]-1-methyl-benzimidazol-2-yl]butanoyl]amino]-4-methyl-pentanoate C(C)(C)OCCOC([C@H](CC(C)C)NC([C@H](CCC1=NC2=C(N1C)C=CC(=C2)N(CCCl)CCCl)N)=O)=O.CC2=C(C=CC1=NC(N=C12)=O)C